CC1=C(C=2N(N=C1N1CC=3C=C(C=NC3CC1)N1CCCCC1)C=NN2)C 6-(7,8-dimethyl-[1,2,4]triazolo[4,3-b]pyridazin-6-yl)-3-(1-piperidyl)-7,8-dihydro-5H-1,6-naphthyridine